NC1=CC(=NC=N1)NC1=CC(=C2N(C1=O)C1(NC2=O)CCC(CC1)O)C 6'-((6-AMINOPYRIMIDIN-4-YL)AMINO)-4-HYDROXY-8'-METHYL-2'H-SPIRO[CYCLOHEXANE-1,3'-IMIDAZO[1,5-A]PYRIDINE]-1',5'-DIONE